C(C)(C)(C)C1=NCC=C(C1)C=1C(=CC=2N(C1)N=CN2)Cl tert-Butyl-4-(7-chloro-[1,2,4]triazolo[1,5-a]pyridin-6-yl)-3,6-dihydropyridine